(±)-N-(5-Bromo-4-chloro-2-fluorophenyl)-2-oxo-3,5,6,7,8,9-hexahydro-2H-5,8-epiminocyclohepta[d]pyrimidine-10-carboxamide BrC=1C(=CC(=C(C1)NC(=O)N1C2CCC1CC1=NC(NC=C12)=O)F)Cl